OC(C(C)=O)O dihydroxy-acetone